COC(C1=C(C=C(C=C1)N1C[C@@H](CC1)C(OC)OC)C=O)=O.N1(CCOCC1)C1=CC=CC(=N1)C(=O)NN 6-morpholinylpyridineformylhydrazine methyl-4-[(3R)-3-(dimethoxy-methyl)pyrrolidin-1-yl]-2-formylbenzoate